FC1=C(C=CC=C1)C1=C(C(=NC=2C[C@](CCC12)(C1=C(N=CS1)C)C)N1CC2(CN(C2)C(C=C)=O)CC1)C#N (7S)-4-(2-fluorophenyl)-7-methyl-7-(4-methyl-1,3-thiazol-5-yl)-2-(2-(2-propenoyl)-2,6-diazaspiro[3.4]octan-6-yl)-5,6,7,8-tetrahydro-3-quinolinecarbonitrile